N12CCCN(CCC1)CCC2 1,5-Diazabicyclo[3.3.3]undecan